1-propyl-3-methylimidazolium-bis(trifluoromethanesulfonyl)imide salt [N-](S(=O)(=O)C(F)(F)F)S(=O)(=O)C(F)(F)F.C(CC)N1C=[N+](C=C1)C